(R)-1-(7-(8-bromo-3-hydroxynaphthalen-1-yl)-2-((1-(morpholinomethyl)cyclopropyl)methoxy)-5,6,7,8-tetrahydropyrido[3,4-d]pyrimidin-4-yl)piperidin-3-ol BrC=1C=CC=C2C=C(C=C(C12)N1CC=2N=C(N=C(C2CC1)N1C[C@@H](CCC1)O)OCC1(CC1)CN1CCOCC1)O